C(C1=CC=CC=C1)NC(=O)NC(N[C@@H](CC1=CC=CC=C1)OB(O)O)=O (R)-(1-(3-(benzylcarbamoyl)ureido)-2-phenylethyl)boric acid